BrC=1C=C(OC(C)C2=C(C=CC(=C2Cl)F)Cl)C=CC1 2-[1-(3-bromophenoxy)ethyl]-1,3-dichloro-4-fluorobenzene